(2S)-N1-(1-(2-((1R,2R,4S)-Bicyclo[2.2.1]heptan-2-ylamino)-2-oxoethyl)-2-oxo-1,2-dihydropyridin-3-yl)-N6-methyl-2-(1-methyl-1H-1,2,3-triazol-5-carboxamido)-5-oxohexandiamid [C@@H]12[C@@H](C[C@@H](CC1)C2)NC(CN2C(C(=CC=C2)NC([C@H](CCC(C(=O)NC)=O)NC(=O)C2=CN=NN2C)=O)=O)=O